C1(=CC=CC=C1)S(=O)(=O)N1C=C(C=2C1=NC(=CC2)C#N)C2=NC(=NC=C2C(F)(F)F)N[C@@H]2CC[C@H](N(C2)C(=O)OCC2=CC=CC=C2)C benzyl (2R,5R)-5-[[4-[1-(benzenesulfonyl)-6-cyano-pyrrolo[2,3-b]pyridin-3-yl]-5-(trifluoromethyl)pyrimidin-2-yl]amino]-2-methyl-piperidine-1-carboxylate